ClC1=NC=CC2=C1C=NN2 4-chloro-1H-pyrazolo[4,3-c]Pyridine